The molecule is a monocarboxylic acid amide resulting from the formal condensation of the carboxy group of 3,4-dichloro-1,2-thiazole-5-carboxylic acid with o-cyanoaniline. It is a fungicide used for the control of rice blast. It has a role as an antifungal agrochemical. It is a monocarboxylic acid amide, a nitrile, an organochlorine compound, an anilide fungicide and a member of 1,2-thiazoles. C1=CC=C(C(=C1)C#N)NC(=O)C2=C(C(=NS2)Cl)Cl